6-chloro-4-(isopropylamino)nicotinic acid ClC1=NC=C(C(=O)O)C(=C1)NC(C)C